ClC1=CC=CC2=C1NC(=N2)C(=O)N2C(C1=CC=CC=C1CC2)C(C)O (7-chloro-1H-benzo[d]imidazol-2-yl)(1-(1-hydroxyethyl)-3,4-dihydroisoquinolin-2(1H)-yl)methanone